1-[(N,N-di-tert-butylamino)phenyl]-1-phenylethene C(C)(C)(C)N(C(C)(C)C)C1=C(C=CC=C1)C(=C)C1=CC=CC=C1